NCC(=O)NC1=C(C=C(C=C1C(=O)N)C1=CC=C(C=C1)Cl)C1=CC=C(C=C1)NC(=O)N 4'-(2-aminoacetylamino)-4-chloro-4''-ureido-[1,1':3',1''-terphenyl]-5'-carboxamide